1,7-Bis(4-hydroxy-3-methoxyphenyl)-4-methoxycarbonylhepta-1E,6E-dien-3,5-dione OC1=C(C=C(C=C1)\C=C\C(C(C(\C=C\C1=CC(=C(C=C1)O)OC)=O)C(=O)OC)=O)OC